CSC=1C=C(C=CC1)C1=CC=C(C=C1)C=1N=NN(C1)C=1C=C(C(=O)O)C=CC1 3-(4-(3'-(Methylthio)-[1,1-biphenyl]-4-yl)-1H-1,2,3-triazol-1-yl)benzoic acid